C1(=CC=CC=C1)NC(OC([2H])([2H])[2H])=O (2H3)methyl N-phenylcarbamate